ClC=1C=C2C(=NC(=NC2=C(C1C1=CC=C(C=2SC(=C(C21)C#N)NC(OC(C)(C)C)=O)F)F)OC[C@]21CCCN1C[C@@H](C2)F)NCCO tert-butyl (4-(6-chloro-8-fluoro-2-(((2R,7aS)-2-fluorohexahydro-1H-pyrrolizin-7a-yl)methoxy)-4-((2-hydroxyethyl)amino)quinazolin-7-yl)-3-cyano-7-fluorobenzo[b]thiophen-2-yl)carbamate